Methyl 5-(tert-butoxycarbonylamino)-6-[5-[2,2,2-trifluoro-1-[2-fluoro-5-(3-hydroxypropyl)phenyl]-1-hydroxy-ethyl]-1,3,4-oxadiazol-2-yl]-3-(trifluoromethyl)pyridine-2-carboxylate C(C)(C)(C)OC(=O)NC=1C=C(C(=NC1C=1OC(=NN1)C(C(F)(F)F)(O)C1=C(C=CC(=C1)CCCO)F)C(=O)OC)C(F)(F)F